3-(2-ethylhexoxy)phenol C(C)C(COC=1C=C(C=CC1)O)CCCC